C(#N)C=1C=NN2C1C(=CC(=C2)O)C=2C=CC(=NC2)N2CC1N(C(C2)C1)C(=O)OC(C)(C)C tert-butyl 3-(5-(3-cyano-6-hydroxypyrazolo[1,5-a]pyridine-4-yl) pyridin-2-yl)-3,6-diazabicyclo[3.1.1]heptan-6-carboxylate